tert-butyl 3-(4-(3-(1,8-naphthyridin-2-yl)propyl)oxazol-2-yl)-3-(3-fluoro-4-methoxyphenyl)propanoate N1=C(C=CC2=CC=CN=C12)CCCC=1N=C(OC1)C(CC(=O)OC(C)(C)C)C1=CC(=C(C=C1)OC)F